ClC=1C(=NC=CC1)C(=O)NC1(CCN(CC1)C1=NC=C(C=C1)C=1C=2N(C=C(C1)OC)N=CC2)C 3-chloro-N-(1-(5-(6-methoxypyrazolo[1,5-a]pyridin-4-yl)pyridin-2-yl)-4-methylpiperidin-4-yl)picolinamide